N-{[(2S,4S)-4-Cyanomethyl-pyrrolidin-2-yl]methyloxy}-7-oxo-6-(sulfooxy)-1,6-diazabicyclo[3.2.1]octane-2-carboxamide C(#N)C[C@@H]1C[C@H](NC1)CONC(=O)C1N2C(N(C(CC1)C2)OS(=O)(=O)O)=O